5-(4-((2s,5s)-5-(4-chlorobenzyl)-2-methylmorpholino)piperidin-1-yl)-1H-1,2,4-triazol-3-amine ClC1=CC=C(C[C@@H]2N(C[C@@H](OC2)C)C2CCN(CC2)C2=NC(=NN2)N)C=C1